FC1=CC=C(OCC2N(C3CC(C2)C3)C(C3=C(C=CC=C3)C3=NC=CC=N3)=O)C=C1 3-[(4-fluorophenoxy)methyl]-2-[2-(pyrimidin-2-yl)benzoyl]-2-azabicyclo[3.1.1]heptane